racemic-(tetrahydro-2H-pyran-2-yl)methanol O1[C@H](CCCC1)CO |r|